C(C)OC(=O)C=1NC=C(C1C)C1=NN(C=C1)C 3-methyl-4-(1-methyl-1H-pyrazol-3-yl)-1H-pyrrole-2-carboxylic acid ethyl ester